BrC1=NC(=CC(=C1)CBr)Br 2,6-dibromo-4-(bromomethyl)pyridine